CC1=C2CN(C(NC2=CC=C1)=O)C1CCC(CC1)C(=O)O 4-(5-methyl-2-oxo-1,4-dihydroquinazolin-3-yl)cyclohexanecarboxylic acid